(R)-(1-cyclopropyl-3-methyl-azetidin-3-yl)-{5-[1-cyclopropyl-5-(tetrahydro-pyran-4-yl)-1H-[1,2,4]triazol-3-yl]-pyridin-3-yl}-(4-isopropyl-phenyl)-methanol C1(CC1)N1CC(C1)(C)[C@](O)(C1=CC=C(C=C1)C(C)C)C=1C=NC=C(C1)C1=NN(C(=N1)C1CCOCC1)C1CC1